3-hydroxynaphthalene-2-yl trifluoro-methanesulfonate FC(S(=O)(=O)OC1=CC2=CC=CC=C2C=C1O)(F)F